[(2S,4EZ)-4-(methoxyimino)pyrrolidin-2-yl]methanol CON=C1C[C@H](NC1)CO